2-bromo-6-methoxybenzo[d]thiazol-5-ol BrC=1SC2=C(N1)C=C(C(=C2)OC)O